CC1(CC(C1)C1=NC(=CC2=C1N=C(N=C2)NC2CCN(CC2)S(=O)(=O)C2(CC2)C)C)O 1-methyl-3-(6-methyl-2-((1-((1-methylcyclopropyl)sulfonyl)piperidin-4-yl)amino)pyrido[3,4-d]pyrimidin-8-yl)cyclobutan-1-ol